CS(=O)(=O)C1=CC(=C(C=C1)NCC#CC=1N(C2=CC=CC(=C2C1)NC1CCC(CC1)N(C)C)CC(C#N)=C)OC 2-[(2-{3-[(4-methanesulfonyl-2-methoxyphenyl)amino]prop-1-yn-1-yl}-4-{[(1R,4R)-4-(dimethylamino)cyclohexyl]amino}-1H-indol-1-yl)methyl]prop-2-enenitrile